C(C1=CC=CC=C1)C=1C=NC(=NC1)N1CCN(CC1)C=1N=NN2C1C=C(C=C2)C=2C=NN(C2)C 3-[4-(5-benzyl-pyrimidin-2-yl)piperazin-1-yl]-5-(1-methyl-1H-pyrazol-4-yl)[1,2,3]triazolo[1,5-a]pyridine